BrCCC[Si](Cl)(Cl)Cl 3-bromopropyltri-chlorosilane